C(COCCOCCOCCOCCOCCO)O Hexa-ethylene glycol